C(C)S(=O)(=O)C1=NN2C(N=CC=C2C2=CC(=NN2C)C(F)(F)F)=C1C=1N=NC(=CC1)OCC(C(F)(F)F)(F)F 2-(ethylsulfonyl)-7-(1-methyl-3-(trifluoromethyl)-1H-pyrazol-5-yl)-3-(6-(2,2,3,3,3-pentafluoropropoxy)pyridazin-3-yl)pyrazolo[1,5-a]pyrimidine